1-(4-((4-(3-((2-((1S)-1-((tetrahydro-2H-pyran-2-yl)oxy)ethyl)-1H-imidazole-1-yl)methyl)isoxazol-5-yl)phenyl)ethynyl)benzyl)azetidine-3-carboxamide O1C(CCCC1)O[C@@H](C)C=1N(C=CN1)CC1=NOC(=C1)C1=CC=C(C=C1)C#CC1=CC=C(CN2CC(C2)C(=O)N)C=C1